methyl 6-methyl-2-(5-methyl-1H-imidazol-1-yl)pyrimidine-4-carboxylate CC1=CC(=NC(=N1)N1C=NC=C1C)C(=O)OC